rac-N-{[4-(4-methyl-1,2,5-thiadiazol-3-yl)-2,5-dioxoimidazolidin-4-yl]methyl}-4'-(trifluoromethyl)[biphenyl]-2-carboxamide CC=1C(=NSN1)[C@]1(NC(NC1=O)=O)CNC(=O)C=1C(=CC=CC1)C1=CC=C(C=C1)C(F)(F)F |r|